CC(C)(C)OC(=O)N1[C@@H]2CC(C[C@H]1COC2)O tert-butyl (1R,5S,7s)-7-hydroxy-3-oxa-9-azabicyclo[3.3.1]nonane-9-carboxylate